C(CCC(=O)O)(=O)O.CO.CO dimethanol succinate